(4S,5R)-5-((S)-5H-Imidazo[5,1-a]isoindol-5-yl)-5,6,7,8-tetrahydro-4H-pyrazolo[1,5-a]azepin-4-ol C=1N=CN2C1C1=CC=CC=C1[C@@H]2[C@@H]2[C@@H](C=1N(CCC2)N=CC1)O